silane 4-(diphenylsilyl)butyl-(R)-2-(4-isobutylphenyl)propanoate C1(=CC=CC=C1)[SiH](CCCCOC([C@H](C)C1=CC=C(C=C1)CC(C)C)=O)C1=CC=CC=C1.[SiH4]